ethyl 1-(4-fluoro-3-nitrobenzyl)-7-methyl-4,5,6,7-tetrahydro-1H-pyrazolo[4,3-c]pyridine-3-carboxylate hydrochloride Cl.FC1=C(C=C(CN2N=C(C=3CNCC(C32)C)C(=O)OCC)C=C1)[N+](=O)[O-]